C(C=C)(=O)N1CCN(CC1)C1=C(C(=NC2=C(C=CC=C12)OC1=C(C=CC=C1O)F)C1=CC(=CC=C1)CN(C)C)C#N 4-(4-Propenoylpiperazin-1-yl)-2-(3-((dimethylamino)methyl)phenyl)-8-(2-fluoro-6-hydroxyphenoxy)quinoline-3-carbonitrile